1,2-dioleoylpropyltrimethylammonium C(CCCCCCC\C=C/CCCCCCCC)(=O)C(C(C)C(CCCCCCC\C=C/CCCCCCCC)=O)[N+](C)(C)C